PHENYL-TRIFLIMIDE C1(=CC=CC=C1)N(S(=O)(=O)C(F)(F)F)S(=O)(=O)C(F)(F)F